(1s,2r,5r)-3-(2-(2-amino-6-fluoroquinolin-7-yl)ethyl)-5-(4-amino-7H-pyrrolo[2,3-d]pyrimidin-7-yl)cyclopent-3-ene-1,2-diol NC1=NC2=CC(=C(C=C2C=C1)F)CCC=1[C@H]([C@H]([C@@H](C1)N1C=CC2=C1N=CN=C2N)O)O